C1=NC=C(C2=CC=CC=C12)N1C(N(C[C@@H]1C#N)C=1C=NN(C1)C)=O |r| Racemic-3-(isoquinolin-4-yl)-1-(1-methyl-1H-pyrazol-4-yl)-2-oxoimidazolidine-4-carbonitrile